BrC1=CC(=C(CN2C(C3=NC=CC=C3C2=O)([2H])[2H])C=C1)C(C)C 6-(4-bromo-2-isopropylbenzyl)-6,7-dihydro-5H-pyrrolo[3,4-b]pyridin-5-one-7,7-d2